magnesium (2R,5R)-5-(4-amino-2-oxopyrimidin-1(2H)-yl)-tetrahydrofuran NC1=NC(N(C=C1)[C@H]1CCCO1)=O.[Mg]